2-methyl-2,3,4,7-tetrahydroazepine-1-carboxylic acid tert-butyl ester C(C)(C)(C)OC(=O)N1C(CCC=CC1)C